ClC1=C2CCN(CC2=CC(=C1C(=O)N[C@H](C(=O)O)CNC(=O)N[C@@H]1CCC2=CC=CC=C12)Cl)CC1=CC=C(C=C1)F (S)-2-(5,7-dichloro-2-(4-fluorophenylmethyl)-1,2,3,4-tetrahydroisoquinoline-6-carboxamido)-3-(3-((R)-2,3-dihydro-1H-inden-1-yl)ureido)propionic acid